CN(C)\C=N/C1=CC(N(C=C1)C1CCN(CC1)C(=O)[O-])=O (Z)-4-(4-(((dimethylamino)methylene)amino)-2-oxopyridin-1(2H)-yl)piperidine-1-carboxylate